C1(=CC=CC=C1)C1OCCCC1 phenyloxan